N1(C=NC=C1)C1=CC=C(C=C1)C=1C(=COC1)C1=CC=C(C=C1)O 4-(4-(4-(1H-imidazol-1-yl)phenyl)furan-3-yl)phenol